(S)-2-amino-N-(5-(3,5-dimethylisothiazol-4-yl)pyridin-2-yl)-2-((1r,4S)-4-methylcyclohexyl)acetamide N[C@H](C(=O)NC1=NC=C(C=C1)C=1C(=NSC1C)C)C1CCC(CC1)C